C(OCCN(C)CCO)([O-])=O (2-((2-hydroxyethyl) (methyl) amino) ethyl) carbonate